C1N(CC12CCC2)C(=O)C2=CC=C(C=C2)C=2C(=C1N(C=CN=C1)C2C2=CC=C(C=C2)NC(C=C)=O)C(=O)N 7-(4-(2-azaspiro[3.3]heptane-2-carbonyl)phenyl)-6-(4-acrylamidophenyl)pyrrolo[1,2-a]pyrazine-8-carboxamide